CC1=C(C=CC=C1)SC1=CC=C(C=C1)C1=C(C(=O)C2=CC=CC=C2)C=CC=C1 [4-(methylphenylthio)phenyl]benzophenone